2-((1r,3r)-3-(4-methyl-4H-1,2,4-triazol-3-yl)-3-(3-(6-(((1-methylcyclobutyl)amino)methyl)-1-oxo-4-(trifluoromethyl)isoindolin-2-yl)phenyl)cyclobutyl)acetonitrile CN1C(=NN=C1)C1(CC(C1)CC#N)C1=CC(=CC=C1)N1C(C2=CC(=CC(=C2C1)C(F)(F)F)CNC1(CCC1)C)=O